6-fluoro-5-hydroxy-2-(1-methyl-6-oxo-1,6-dihydropyridazin-3-yl)isoindolin-1-one 4-hydroxymethylphenylborate OCC1=CC=C(C=C1)OB(O)O.FC1=C(C=C2CN(C(C2=C1)=O)C1=NN(C(C=C1)=O)C)O